S1C2=C(C=C1NC(C1=C(C=CC=C1)NS(=O)(=O)C1=CC=C(C=C1)CCCO)=O)C=CC=C2 N-(Benzo[b]thiophen-2-yl)-2-((4-(3-hydroxypropyl)phenyl)sulfonamido)benzamid